C(C)N1N=CC(=C1)NC=1N=C(C2=C(N1)NC=C2)O[C@H]2CN[C@H](C2)C N-(1-ethyl-1H-pyrazol-4-yl)-4-(((3R,5S)-5-methyltetrahydropyrrole-3-yl)oxy)-7H-pyrrolo[2,3-d]pyrimidin-2-amine